4-((bis(4-oxo-4-(pentadecan-8-yloxy)butyl)carbamoyl)thio)-1-(3-hydroxypropyl)piperidine 1-oxide O=C(CCCN(C(=O)SC1CC[N+](CC1)(CCCO)[O-])CCCC(=O)OC(CCCCCCC)CCCCCCC)OC(CCCCCCC)CCCCCCC